N[C@H](C(=O)OC)CC1=CC(=C(C=C1)F)F Methyl (S)-2-amino-3-(3,4-difluorophenyl)propanoate